tert-butyl 3-isopropyl-5-(1,4-dioxaspiro[4.4]nonan-7-yl)-1H-pyrrolo[3,2-b]pyridine-1-carboxylate C(C)(C)C1=CN(C=2C1=NC(=CC2)C2CC1(OCCO1)CC2)C(=O)OC(C)(C)C